[Si](C)(C)(C(C)(C)C)OCCN1CCC2=C(CC1)C=CC(=N2)NN2C(C1=CC=CC(=C1C2)C=2C=NN1C2C=CC(=C1)C)=O ((7-(2-((tert-Butyldimethylsilyl)oxy)ethyl)-6,7,8,9-tetrahydro-5H-pyrido[2,3-d]azepin-2-yl)amino)-4-(6-methylpyrazolo[1,5-a]pyridin-3-yl)isoindolin-1-one